C(=O)C1CN(C1)C(=O)OCCCC butyl 3-formylazetidine-1-carboxylate